C12C(CC(CC1)CC2)C(=O)N2C[C@H]1[C@@H](C2)[C@@H](CC1)NC=1N=NC(=CC1)Br Bicyclo[2.2.2]oct-2-yl[(3aS,4R,6aR)-4-[(6-bromo-3-pyridazinyl)amino]hexahydrocyclopenta[c]pyrrole-2(1H)-yl]methanone